2,3-dibromoallyl acetate C(C)(=O)OCC(=CBr)Br